N-[5-[9-[4-(methanesulfonamido)phenyl]-2-oxobenzo[h][1,6]naphthyridin-1-yl]-2-methylphenyl]prop-2-enamide CS(=O)(=O)NC1=CC=C(C=C1)C1=CC=2C(=NC=C3C=CC(N(C23)C=2C=CC(=C(C2)NC(C=C)=O)C)=O)C=C1